6-bromo-3-ethyl-7-fluoro-2-(1-(4-methyl-1,4-diazepan-1-yl)butyl)quinazolin-4(3H)-one BrC=1C=C2C(N(C(=NC2=CC1F)C(CCC)N1CCN(CCC1)C)CC)=O